5-(4-(3-((2-ethyl-6-methylthieno[2,3-d]pyrimidin-4-yl)amino)propyl)phenyl)pyridin-2(1H)-one C(C)C=1N=C(C2=C(N1)SC(=C2)C)NCCCC2=CC=C(C=C2)C=2C=CC(NC2)=O